BrC1=CC(=C(N)C(=C1)[N+](=O)[O-])C 4-bromo-2-methyl-6-nitroaniline